C(C1=CC=CC=C1)N(C)C=1C(=NN2C1N=CC=C2C=2C=NNC2)C(=O)N (benzyl-(methyl)amino)-7-(1H-pyrazol-4-yl)pyrazolo[1,5-a]pyrimidine-2-carboxamide